1-[4-(trifluoro-methyl)cyclohexyl]methanamine FC(C1CCC(CC1)CN)(F)F